4-chlorobutyraldehyde chloride [Cl-].ClCCCC=O